(R)-6-(3-(4-amino-1-(2-methoxyethyl)-1H-pyrazol-5-yl)-5-fluorophenyl)-6,6-dimethoxy-2-methylhexanoic acid NC=1C=NN(C1C=1C=C(C=C(C1)F)C(CCC[C@H](C(=O)O)C)(OC)OC)CCOC